N[C@@]1(CN(CC1)C=1N(C(C2=C(N1)NC=C2C2=C(C1=CN(N=C1C=C2)C)Cl)=O)C)C (S)-2-(3-amino-3-methyl-pyrrolidin-1-yl)-5-(4-chloro-2-methyl-2H-indazol-5-yl)-3-methyl-3,7-dihydro-4H-pyrrolo[2,3-d]pyrimidin-4-one